4-[6-(1H-pyrrol-2-yl)pyridin-3-yl]Piperidine-4-carboxylic acid methyl ester COC(=O)C1(CCNCC1)C=1C=NC(=CC1)C=1NC=CC1